(E)-2-methylbut-2-enedicarboxylic acid C/C(/C(C(=O)O)C(=O)O)=C\C